Benzyl 5-Oxo-5,7-Dihydro-3H-Spiro[Benzo[1,2-c:4,5-c']Difuran-1,4'-Piperidine]-1'-Carboxylate O=C1C=2C(CO1)=CC1=C(COC13CCN(CC3)C(=O)OCC3=CC=CC=C3)C2